COC=1C=C(CN2C=NC=3C2=NC=C(C3)N3[C@@H](CCC3)C(=O)O)C=CC1OCC=1C=NC(=CC1)OC (S)-1-(3-(3-Methoxy-4-((6-methoxypyridin-3-yl)methoxy)benzyl)-3H-imidazo[4,5-b]pyridin-6-yl)pyrrolidine-2-carboxylic acid